Cl.N1C[C@@]2(CC1)OCCN1C2=CC(=N1)C=1C=C(C(=NC1)N)C(F)(F)F |r| (rac)-5-[6,7-dihydrospiro[pyrazolo[5,1-c][1,4]oxazine-4,3'-pyrrolidin]-2-yl]-3-(trifluoromethyl)pyridin-2-amine-hydrochloride salt